NC1CN(CCOC1)C(=O)OC(C)(C)C tert-butyl 6-amino-1,4-oxaazepane-4-carboxylate